5-(((6-chloro-4-methylpyridin-3-yl)amino)methylene)-2,2-dimethyl-1,3-dioxane-4,6-dione ClC1=CC(=C(C=N1)NC=C1C(OC(OC1=O)(C)C)=O)C